(10S,23S)-10-ethyl-18-fluoro-10-hydroxy-19-methyl-5,9-dioxo-8-oxa-4,15-diazahexacyclo[14.7.1.02,14.04,13.06,11.020,24]tetracosa-1,6(11),12,14,16(24),17,19-heptaen C(C)[C@]1(C(OCC=2C(N3CC4=C5CCCC6=C(C(=CC(N=C4C3=CC12)=C56)F)C)=O)=O)O